O=C1NC(CCC1N1C(C2=CC=CC(=C2C1)C#CCCC=1C(=NC(=CC1)C)C(=O)N)=O)=O (4-(2-(2,6-dioxopiperidin-3-yl)-1-oxoisoindolin-4-yl)but-3-yn-1-yl)-6-methylpicolinamide